[I-].C(C)(=O)OCC[N+](C)(C)C Acetylcholine Iodide